6-cyano-5-(4-((6-(3-ethylureido)pyrimidin-4-yl)methyl)piperidin-1-yl)-N-methylpicolinamide C(#N)C1=C(C=CC(=N1)C(=O)NC)N1CCC(CC1)CC1=NC=NC(=C1)NC(=O)NCC